benzyl-N-methyl-5-(piperidin-4-ylamino)quinoline-8-carboxamide hydrochloride Cl.C(C1=CC=CC=C1)C1=NC2=C(C=CC(=C2C=C1)NC1CCNCC1)C(=O)NC